1-methyl-5-(2-(6-methylpyridin-2-yl)imidazo[1,2-a]pyrimidin-3-yl)-1H-pyrazolo[4,3-b]pyridine CN1N=CC2=NC(=CC=C21)C2=C(N=C1N2C=CC=N1)C1=NC(=CC=C1)C